(S)-5-(5-(3,5-dimethylisoxazol-4-yl)-1-((R)-1-(methylsulfonyl)pyrrolidin-3-yl)-1H-benzo[d]imidazol-2-yl)-1-(6-fluoropyridin-3-yl)pyrrolidin-2-one CC1=NOC(=C1C1=CC2=C(N(C(=N2)[C@@H]2CCC(N2C=2C=NC(=CC2)F)=O)[C@H]2CN(CC2)S(=O)(=O)C)C=C1)C